trans-gallic acid C(C1=CC(O)=C(O)C(O)=C1)(=O)O